C(#N)CCCOP(N(C(C)C)C(C)C)N(C(C)C)C(C)C cyanoethyl-bis(diisopropylamino)-methoxyphosphine